BrC=1C=C(SC1)[C@@H](C)NC1=NC(=NC2=CC(=C(C=C12)OC)OCCCCCCCCC(=O)O)C (R)-9-((4-((1-(4-Bromothiophen-2-yl)ethyl)amino)-6-methoxy-2-methyl-quinazolin-7-yl)oxy)nonanoic acid